C(CCC)OC1=CC=CC=2NN=NC21 butoxybenzotriazole